CN(C(=O)C1COC1)CCCNC1=NC(=NC=C1C(F)(F)F)NC=1C(=NN(C1)C1CN(CC1)C)C N-methyl-N-(3-((2-((3-methyl-1-(1-methylpyrrolidin-3-yl)-1H-pyrazol-4-yl)amino)-5-(trifluoromethyl)pyrimidin-4-yl)amino)propyl)oxetane-3-carboxamide